CC(C(C)N)CCC 3-methyl-2-hexanamine